CC1CCCC2C3CCC(C12)C3 decahydro-8-methyl-1,4-methylenenaphthalene